C(C1=CC=CC=C1)OC1=CC=CC(=N1)[C@]1(OC2=C([C@@H]1C)C(=C(C(=C2)F)Cl)B2OC(C(O2)(C)C)(C)C)CO ((2S,3S)-2-(6-(Benzyloxy)pyridin-2-yl)-5-chloro-6-fluoro-3-methyl-4-(4,4,5,5-tetramethyl-1,3,2-dioxaborolan-2-yl)-2,3-dihydrobenzofuran-2-yl)methanol